NC1=CC(=C2O[C@@H](CCCCC(C(C3=NN=C(C1=N2)O3)O)(F)F)C)C(F)(F)F (12R)-17-Amino-7,7-difluoro-12-methyl-15-(trifluoromethyl)-13,19-dioxa-3,4,18-triazatricyclo[12.3.1.12,5]nonadeca-1(18),2,4,14,16-pentaen-6-ol